2-(5-(2,4-dichlorophenyl)thiophen-2-yl)-1-(4-methylpiperazin-1-yl)ethan-1-one ClC1=C(C=CC(=C1)Cl)C1=CC=C(S1)CC(=O)N1CCN(CC1)C